(S)-N-(3,5-Dimethoxyphenyl)-2-ethynyl-N-(2-oxo-1-(2,2,2-trifluoroethyl)piperidin-3-yl)thiazole-4-carboxamide COC=1C=C(C=C(C1)OC)N(C(=O)C=1N=C(SC1)C#C)[C@@H]1C(N(CCC1)CC(F)(F)F)=O